C(#N)[C@H]1N(CSC1)C(CNC(=O)C1=CC=NC2=CC=C(C=C12)[C@@H](C)C1=CC(=NO1)C)=O |&1:22| N-(2-((R)-4-Cyanothiazolidin-3-yl)-2-oxoethyl)-6-((RS)-1-(3-methylisoxazol-5-yl)-ethyl)quinoline-4-carboxamide